N-(2-hydroxy-1-(m-tolyl)ethyl)acetamide OCC(C=1C=C(C=CC1)C)NC(C)=O